FC=1C(=C(C=CC1F)[C@@H]1[C@H](O[C@@]([C@@H]1C)(C(F)(F)F)C)C(=O)NC1=CC(=NC=C1)C(=O)N)O 4-((2S,3R,4R,5S)-3-(3,4-difluoro-2-hydroxyphenyl)-4,5-dimethyl-5-(trifluoromethyl)tetrahydrofuran-2-carboxamido)picolinamide